BrC1=C(O[C@H]2CN(CC2)C(=O)OC(C)(C)C)C=CC(=C1)NC(=O)C1CC1 tert-Butyl (3R)-3-[2-bromo-4-(cyclopropanecarbonylamino)phenoxy]pyrrolidine-1-carboxylate